5-[3-{[(1r,4r)-4-(2-aminoethyl)cyclohexyl]amino}-4-(trifluoromethyl)phenyl]-1,3,4-oxadiazol-2(3H)-one hydrochloride Cl.NCCC1CCC(CC1)NC=1C=C(C=CC1C(F)(F)F)C1=NNC(O1)=O